ClC=1C(=NC(=NC1)NC1=CC(=C(C=C1OC(C)C)C1CCN(CC1)C1CCN(CC1)C=1C=C2C(N(C(C2=CC1)=O)C1C(NC(CC1)=O)=O)=O)C)NC1=C(C=CC=C1)S(=O)(=O)C(C)C 5-(4-(4-((5-chloro-4-((2-(isopropylsulfonyl)phenyl)amino)pyrimidin-2-yl)amino)-5-isopropoxy-2-methylphenyl)-[1,4'-bipiperidin]-1'-yl)-2-(2,6-dioxopiperidin-3-yl)isoindoline-1,3-dione